3-(((1-(5-(3-chloro-4-isopropoxyphenyl)-1,2,4-oxadiazol-3-yl)-1,2,3,4-tetrahydroquinolin-6-yl)methyl)amino)propionic acid ClC=1C=C(C=CC1OC(C)C)C1=NC(=NO1)N1CCCC2=CC(=CC=C12)CNCCC(=O)O